NC1=NN(C=C1)C 3-amino-1-methylpyrazole